N-(3-cyano-4,5,6,7-tetrahydrobenzo[b]thiophen-2-yl)naphthalene-1-sulfonamide C(#N)C=1C2=C(SC1NS(=O)(=O)C1=CC=CC3=CC=CC=C13)CCCC2